OO DIHydrogen peroxide